OC=1C=C(C=CC1O)/C=C/C(=O)NCCC1=CC=C(C=C1)OCC (E)-3-(3,4-dihydroxyphenyl)-N-(4-ethoxyphenethyl)acrylamide